2-amino-3-[(2S)-6-fluoro-3-oxo-4H-1,4-benzoxazin-2-yl]propanenitrile NC(C#N)C[C@@H]1OC2=C(NC1=O)C=C(C=C2)F